BrC1=CC=C(C=C1)CN1CCOCC1 4-[(4-bromophenyl)methyl]morpholine